5,8-difluorochroman FC1=C2CCCOC2=C(C=C1)F